C1(=CC=CC=C1)C#CC=1C2=CC=CC=C2N=C2C=CC=CC12 9-(phenylethynyl)acridine